6-[(1S,2S)-2-(4,4,5,5-tetramethyl-1,3,2-dioxaborolan-2-yl)cyclopropyl]-8-(trifluoromethyl)quinoline CC1(OB(OC1(C)C)[C@@H]1[C@H](C1)C=1C=C2C=CC=NC2=C(C1)C(F)(F)F)C